(E)-tert-butyl((4-(2,6-difluorophenyl)-2-methylbut-3-en-2-yl)oxy)dimethylsilane C(C)(C)(C)[Si](C)(C)OC(C)(\C=C\C1=C(C=CC=C1F)F)C